ClP1O[C@@H]([C@H]2N1CCC2)C2=CC=CC=C2 (3R,3aS)-1-chloro-3-phenyltetrahydro-1H,3H-pyrrolo[1,2-c][1,3,2]oxazaphosphole